6-(4-hydroxy-3,5-di-tert-butylphenylamino)-2,4-dioctyl-1,3,5-triazine OC1=C(C=C(C=C1C(C)(C)C)NC1=NC(=NC(=N1)CCCCCCCC)CCCCCCCC)C(C)(C)C